COC=1C=C(C=CC1OC)C1=C(C=2C(=CN=C(C2)C2CCN(CC2)C2CCN(CC2)CC(C)C)N1)C 2-(3,4-dimethoxyphenyl)-5-(1'-isobutyl-[1,4'-bipiperidin]-4-yl)-3-methyl-1H-pyrrolo[2,3-c]pyridine